ethyl (2S)-2-[tert-butyl(dimethyl)silyl]oxy-3-[2-[(2-chloropyrimidin-4-yl)methoxy]phenyl]propanoate [Si](C)(C)(C(C)(C)C)O[C@H](C(=O)OCC)CC1=C(C=CC=C1)OCC1=NC(=NC=C1)Cl